C(C=C)(=O)OCCCCCCCCCCCCCCCCCCCCOP(=O)(O)O acryloyloxyicosyldihydrogenphosphate